N-[4-[(2-chloroethyl)(2-mesyloxyethyl)amino]benzoyl]-l-glutamic acid ClCCN(C1=CC=C(C(=O)N[C@@H](CCC(=O)O)C(=O)O)C=C1)CCOS(=O)(=O)C